tert-Butyl 4-((2-(2-(3-phenylureido)phenyl)benzofuran-6-yl)methyl)piperazine-1-carboxylate C1(=CC=CC=C1)NC(NC1=C(C=CC=C1)C=1OC2=C(C1)C=CC(=C2)CN2CCN(CC2)C(=O)OC(C)(C)C)=O